C1(CCCC1)CCC1=C(C=C(C=C1)C1=NOC(=N1)[C@H]1N(CCC1)C(=O)OC(C)(C)C)C(F)(F)F tert-butyl (S)-2-(3-(4-(2-cyclopentylethyl)-3-(trifluoromethyl)phenyl)-1,2,4-oxadiazol-5-yl)pyrrolidine-1-carboxylate